2-[4-[(E)-3-[4-(Difluoromethoxy)-3-ethoxyphenyl]prop-2-enoyl]phenoxy]acetic acid FC(OC1=C(C=C(C=C1)/C=C/C(=O)C1=CC=C(OCC(=O)O)C=C1)OCC)F